C(C)(C)(C)OC(=O)N1C(CN(CC1)C=1C=NC=NC1)(C)C.CC1(N(CCN(C1)C=1C=NC=NC1)C(=O)NCCCCC1=CC=CC=C1)C 2,2-Dimethyl-N-(4-phenylbutyl)-4-pyrimidin-5-yl-piperazine-1-carboxamide tert-Butyl-2,2-dimethyl-4-pyrimidin-5-yl-piperazine-1-carboxylate